ClC1=NC(=CC(=N1)NC)C 2-chloro-N,6-dimethylpyrimidin-4-amine